(Z)-N-(2-(Diethylamino)ethyl)-5-((5-(2-hydroxyethyl)-2-oxoindolin-3-ylidene)methyl)-2,4-dimethyl-1H-pyrrole-3-carboxamide C(C)N(CCNC(=O)C1=C(NC(=C1C)\C=C\1/C(NC2=CC=C(C=C12)CCO)=O)C)CC